N2-((3R,4S)-3-fluoro-1-(oxetan-3-yl)piperidin-4-yl)-5-(imidazo[1,2-b]pyridazin-6-yl)-N4-methyl-7H-pyrrolo[2,3-d]pyrimidine-2,4-diamine F[C@@H]1CN(CC[C@@H]1NC=1N=C(C2=C(N1)NC=C2C=2C=CC=1N(N2)C=CN1)NC)C1COC1